6-(trifluoromethyl)-1H-indole-2-carbonyl chloride FC(C1=CC=C2C=C(NC2=C1)C(=O)Cl)(F)F